tetraphenyl-bismuth camphorsulfonic acid salt C12(C(=O)CC(CC1)C2(C)C)CS(=O)(=O)O.C2(=CC=CC=C2)[Bi](C2=CC=CC=C2)(C2=CC=CC=C2)C2=CC=CC=C2